2-methyl-N-(1-(methylcarbamoyl)cyclobutyl)-5-((4-methylthiazol-5-yl)methoxy)benzofuran CC=1OC2=C(C1)C=C(C=C2)OCC2=C(N(CS2)C2(CCC2)C(NC)=O)C